cyclooctadienyl-rhodium(I) C1(=CC=CCCCC1)[Rh]